2-(7-(4-chlorophenyl)-9-fluoro-2-methyl-3-oxo-3,5-dihydro-2H-benzo[c]pyrido[3,4-e]azepin-5-yl)-N-ethylacetamide ClC1=CC=C(C=C1)C1=NC(C=2C(C3=C1C=C(C=C3)F)=CN(C(C2)=O)C)CC(=O)NCC